trimethyl-p-toluenesulfonic acid CC(C1=CC=C(C=C1)S(=O)(=O)O)(C)C